BrC1=C(C=C(C(=O)OC)C=C1OC(F)(F)F)Cl methyl 4-bromo-3-chloro-5-(trifluoromethoxy)benzoate